ClC1=CC=C(C=C1)CC(=O)N1CC2(C1)CN(C2)CC=2OC(=CC2)C(F)(F)F 2-(4-Chloro-phenyl)-1-[6-(5-trifluoromethyl-furan-2-ylmethyl)-2,6-diaza-spiro[3.3]hept-2-yl]-ethanone